Di-tert-butyl-3,6,9,12-tetraoxatetradecanedioic acid C(C)(C)(C)C(C(=O)O)(OCCOCCOCCOCC(=O)O)C(C)(C)C